7-bromo-4-chloro-1-methyl-1H-indazol-3-amine BrC=1C=CC(=C2C(=NN(C12)C)N)Cl